C(C)(C)(C)OC(=O)NC(C(=O)NNC([C@H](CC1=CNC2=CC=CC=C12)NC(OCC1=CC=CC=C1)=O)=O)(C)C Benzyl (S)-(1-(2-(2-((tert-butoxycarbonyl)amino)-2-methylpropanoyl)hydrazineyl)-3-(1H-indol-3-yl)-1-oxopropan-2-yl)carbamate